ClC1=C(N=C(NC1=O)C1=CC(=NC=C1)F)N1CCNC[C@H](C1)F 5-chloro-4-[6R-fluoro-1,4-diazepan-1-yl]-2-(2-fluoro-4-pyridinyl)-1H-pyrimidin-6-one